FC(C(=O)O)(F)F.NC1=NN2C(N=CC=C2)=C1C(=O)NC(C)C=1C=C(C2=CNN=C2C1N1CC(CC1)C(=O)OC)Cl Methyl 1-[6-(1-{[(2-aminopyrazolo[1,5-a]pyrimidin-3-yl)carbonyl]amino}ethyl)-4-chloro-2H-indazol-7-yl]pyrrolidine-3-carboxylate trifluoroacetate